tris(4-cyanatophenyl)-phosphite O(C#N)C1=CC=C(C=C1)OP(OC1=CC=C(C=C1)OC#N)OC1=CC=C(C=C1)OC#N